(3S)-4-amino-3-methyl-N-((1S)-spiro[2.4]heptan-1-yl)-N-((5-(trifluoromethyl)-2-pyridinyl)methyl)-1,3-dihydrofuro[3,4-c]quinoline-8-carboxamide NC1=NC=2C=CC(=CC2C2=C1[C@@H](OC2)C)C(=O)N(CC2=NC=C(C=C2)C(F)(F)F)[C@H]2CC21CCCC1